C1(=CC=C(C=C1)N(C1=CC=2C(C3=CC=CC=C3C2C=C1)(C1=CC=CC=C1)C1=CC=CC=C1)C1=CC=C(C(=C1)C1=CC=CC=C1)C1=CC=C(C=C1)C1=CC=CC=C1)C1=CC=CC=C1 (biphenyl-4-yl)-(1,1':2',1'':4'',1'''-quaterphenyl-5'-yl)-(9,9-diphenylfluoren-2-yl)amine